N1-([1,1':3',1''-terphenyl]-2'-yl)-N3,N3,N5,N5-tetraphenylbenzene-1,3,5-triamine C1(=CC=CC=C1)C1=C(C(=CC=C1)C1=CC=CC=C1)NC1=CC(=CC(=C1)N(C1=CC=CC=C1)C1=CC=CC=C1)N(C1=CC=CC=C1)C1=CC=CC=C1